C[NH+](C)[O-] dimethyl-amine-N-oxide